3-(N-(5-(pyrazol-4-yl)-2-(pyridin-2-yl)phenyl)sulfamoyl)-4-cyclopropylbenzoic acid N1N=CC(=C1)C=1C=CC(=C(C1)NS(=O)(=O)C=1C=C(C(=O)O)C=CC1C1CC1)C1=NC=CC=C1